Nitrouracil C1=CN(C(=O)NC1=O)[N+](=O)[O-]